N-(1-(difluoromethyl)-1H-pyrazol-3-yl)-2-(tetrahydro-2H-pyran-4-yl)imidazo[1,2-a]pyridine-6-carboxamide FC(N1N=C(C=C1)NC(=O)C=1C=CC=2N(C1)C=C(N2)C2CCOCC2)F